1-(6-{[6-(2-methylphenyl)-5-(trifluoromethyl)pyridin-2-yl]Sulfamoyl}pyridin-2-yl)Piperidine-4-carboxylic acid CC1=C(C=CC=C1)C1=C(C=CC(=N1)NS(=O)(=O)C1=CC=CC(=N1)N1CCC(CC1)C(=O)O)C(F)(F)F